(S)-3-(3-(3-(1-methoxypropan-2-yl)-2,4-dioxo-1-(2-(piperidin-1-yl)ethyl)-1,2,3,4-tetrahydroquinazolin-6-yl)ureido)-N,N-dimethylbenzamide COC[C@H](C)N1C(N(C2=CC=C(C=C2C1=O)NC(NC=1C=C(C(=O)N(C)C)C=CC1)=O)CCN1CCCCC1)=O